(quinolin-6-ylmethyl)pyridine-3-carboxamide N1=CC=CC2=CC(=CC=C12)CC1=NC=CC=C1C(=O)N